(3-((8-chloro-[1,2,4]triazolo[4,3-a]quinazolin-5-yl)(methyl)amino)phenyl)spiro[cyclopropane-1,3'-indolin]-2'-one ClC1=CC=C2C(=NC=3N(C2=C1)C=NN3)N(C=3C=C(C=CC3)N3C(C1(C2=CC=CC=C32)CC1)=O)C